C([C@@H]([C@@H]([C@@H]([C@@H](C=O)O)O)O)O)O The molecule is an L-allose in open-chain form. It is a L-allose and an aldehydo-allose. It is an enantiomer of an aldehydo-D-allose.